6-(cyclopropanecarboxamido)-N-(methyl-d3)-4-((2-methyl-5-(methyl-d3)-4,5-dihydro-2H-pyrazolo[4,3-c]quinolin-6-yl)amino)pyridazine-3-carboxamide C1(CC1)C(=O)NC1=CC(=C(N=N1)C(=O)NC([2H])([2H])[2H])NC1=CC=CC=2C=3C(CN(C12)C([2H])([2H])[2H])=CN(N3)C